C(C)(C)(C)OC(=O)N1CCC(=CC1)C1=CC=C(C=C1)C1=C(N=NC(=C1)Cl)N.SCC1C(CC(CC1)CS)CS 1,2,4-tris(mercaptomethyl)cyclohexane tert-butyl-4-(4-(3-amino-6-chloropyridazin-4-yl)phenyl)-3,6-dihydropyridine-1(2H)-carboxylate